1,4-benzodioxan-5-carboxylic acid O1CCOC2=C1C=CC=C2C(=O)O